(1S,3S,5S)-N-((S)-1-(4-(1H-imidazol-2-yl)thiophen-2-yl)ethyl)-5-methyl-2-((4-phenoxybenzoyl)glycyl)-2-azabicyclo[3.1.0]hexane-3-carboxamide N1C(=NC=C1)C=1C=C(SC1)[C@H](C)NC(=O)[C@H]1N([C@H]2C[C@]2(C1)C)C(CNC(C1=CC=C(C=C1)OC1=CC=CC=C1)=O)=O